tert-butyl (2S,4S)-4-(7-(2-chloro-3-methylphenyl)-4-(3-(dimethylamino)azetidin-1-yl)-6-fluoro-8-methyl-1H-[1,2,3]triazolo[4,5-c]quinolin-1-yl)-2-(cyanomethyl)piperidine-1-carboxylate ClC1=C(C=CC=C1C)C=1C(=CC=2C3=C(C(=NC2C1F)N1CC(C1)N(C)C)N=NN3[C@@H]3C[C@H](N(CC3)C(=O)OC(C)(C)C)CC#N)C